Tert-butyl (1-hydroxy-7-methyl-1,3-dihydrobenzo[c][1,2]oxaborole-6-carbonyl)-L-valinate OB1OCC2=C1C(=C(C=C2)C(=O)N[C@@H](C(C)C)C(=O)OC(C)(C)C)C